1H-indole-4-carbonitrile N1C=CC=2C(=CC=CC12)C#N